C(=O)(O)C1C2C3C4C=CC(C3C(C1)C2)C4 8-carboxy-tetracyclo[4.4.0.12,5.17,10]-dodeca-3-ene